1-(5-(6-((1S,6R,7R)-7-(aminomethyl)-7-(2-fluorophenyl)-3-azabicyclo[4.1.0]heptan-3-yl)-1H-pyrazolo[3,4-b]pyrazin-3-yl)indolin-1-yl)ethan-1-one NC[C@@]1([C@@H]2CCN(C[C@H]12)C1=CN=C2C(=N1)NN=C2C=2C=C1CCN(C1=CC2)C(C)=O)C2=C(C=CC=C2)F